(2S)-3-{4-[(2-{3-[(4-methanesulfonyl-2-methoxyphenyl)amino]prop-1-yn-1-yl}-1-(2,2,2-trifluoroethyl)-1H-indol-4-yl)amino]piperidin-1-yl}propane-1,2-diol CS(=O)(=O)C1=CC(=C(C=C1)NCC#CC=1N(C2=CC=CC(=C2C1)NC1CCN(CC1)C[C@@H](CO)O)CC(F)(F)F)OC